ClC=1C=C(C=C(C1OC=1C=C2C(=CC(=NC2=CC1)CC)C)Cl)N1N=C(C(NC1=O)=O)C#N 2-(3,5-Dichloro-4-((2-ethyl-4-methylquinolin-6-yl)oxy)phenyl)-3,5-dioxo-2,3,4,5-tetrahydro-1,2,4-triazine-6-carbonitrile